1-isopropyl-6-(2-methoxyethyl)-N-(1-(3,4,5-trimethoxyphenyl)-1H-imidazol-4-yl)-1H-pyrazolo[3,4-d]pyrimidin-4-amine C(C)(C)N1N=CC=2C1=NC(=NC2NC=2N=CN(C2)C2=CC(=C(C(=C2)OC)OC)OC)CCOC